CC1C(CCC(C1)N)(C1CCC(CC1)N)C dimethyl-4,4'-diaminobicyclohexyl